C(=O)(O)CSC1=C(C2=CC=CC=C2C=C1)SCC(=O)O Bis(carboxymethylthio)naphthalene